N-{(S)-1-[2-{[(S)-1-(4-fluorophenyl)ethyl]amino}-6-(pyrazin-2-ylamino)pyridin-4-yl]pyrrolidine-3-yl}acetamide FC1=CC=C(C=C1)[C@H](C)NC1=NC(=CC(=C1)N1C[C@H](CC1)NC(C)=O)NC1=NC=CN=C1